5-methoxy-3-methylimidazo[1,2-a]pyridine-7-carboxylic acid COC1=CC(=CC=2N1C(=CN2)C)C(=O)O